CSC(=NS(=O)(=O)C1=CC2=CC=CC=C2C=C1)N1N=C(C(CC1)C1=CC=CC=C1)C1=CC=C(C=C1)Cl Methyl-3-(4-chlorophenyl)-N-(naphthalen-2-ylsulfonyl)-4-phenyl-5,6-dihydropyridazine-1(4H)-carbimidothioate